CN1[C@@H](CCC1)COC=1N=C(C2=C(N1)C=C(N=C2)C2=CC(=CC1=CC=CC=C21)O)N2CCNCC2 4-[2-[[(2S)-1-methylpyrrolidin-2-yl]methoxy]-4-piperazin-1-yl-pyrido[4,3-d]pyrimidin-7-yl]naphthalen-2-ol